OC1=C(C=O)C=CC(=C1)C 2-HYDROXY-4-METHYLBENZALDEHYDE